FC(C=1C=C(C=CC1)C=1C=C2C(=NC1)NC(N2CC=2C=NC=C(C2)F)=O)F 6-[3-(difluoromethyl)phenyl]-1-[(5-fluoro-3-pyridinyl)methyl]-3H-imidazo[4,5-b]pyridin-2-one